6-Chloro-2-fluoropurin ClC1=C2NC=NC2=NC(=N1)F